(1-hydroxyethyl)-3-(4-methoxybenzyl)-4,7-dimethyl-3,4-dihydro-5H-pyrazolo[3,4-c]isoquinolin-5-one OC(C)C1=NN(C=2N(C(C=3C=C(C=CC3C21)C)=O)C)CC2=CC=C(C=C2)OC